N-{3-[(1H-1,3-benzodiazol-2-yl)amino]-3-[3-(trifluoromethyl)phenyl]butyl}acetamide N1C(=NC2=C1C=CC=C2)NC(CCNC(C)=O)(C)C2=CC(=CC=C2)C(F)(F)F